2-(4-bromo-2,6-dimethylphenyl)-4-chloro-6-methyl-2H-pyrazolo[3,4-d]pyrimidine BrC1=CC(=C(C(=C1)C)N1N=C2N=C(N=C(C2=C1)Cl)C)C